N-((3S,4R)-4-((7-(2,6-dichloro-3,5-dimethoxyphenyl)-2,6-naphthyridin-3-yl)amino)pyrrolidin-3-yl)acrylamide ClC1=C(C(=C(C=C1OC)OC)Cl)C1=NC=C2C=C(N=CC2=C1)N[C@H]1[C@H](CNC1)NC(C=C)=O